(R)-2-((2-((S)-2,6-dioxopiperidin-3-yl)-1,3-dioxoisoindolin-4-yl)oxy)propanoic acid O=C1NC(CC[C@@H]1N1C(C2=CC=CC(=C2C1=O)O[C@@H](C(=O)O)C)=O)=O